3-iodo-5-methoxy-4-((2-methylallyl)oxy)benzaldehyde IC=1C=C(C=O)C=C(C1OCC(=C)C)OC